(2R,4R)-1-tert-butyl 2-methyl 4-(6-chloro-3,4-dihydroquinolin-1(2H)-yl)-2-methylpyrrolidine-1,2-dicarboxylate ClC=1C=C2CCCN(C2=CC1)[C@@H]1C[C@@](N(C1)C(=O)OC(C)(C)C)(C(=O)OC)C